The molecule is a branched amino tetrasaccharide comprising N-acetyl-D-galactosamine at the reducing end with an alpha-D-galactosyl-(1->3)-[alpha-L-fucosyl-(1->2)]-beta-D-galactosyl moiety attached at the 3-position. It is an amino tetrasaccharide and a galactosamine oligosaccharide. C[C@H]1[C@H]([C@H]([C@@H]([C@@H](O1)O[C@@H]2[C@H]([C@H]([C@H](O[C@H]2O[C@H]3[C@H]([C@H](OC([C@@H]3NC(=O)C)O)CO)O)CO)O)O[C@@H]4[C@@H]([C@H]([C@H]([C@H](O4)CO)O)O)O)O)O)O